2-phenoxy-1-amino-4-hydroxyanthracene-9,10-dione O(C1=CC=CC=C1)C1=C(C=2C(C3=CC=CC=C3C(C2C(=C1)O)=O)=O)N